(4-((2-(4-methylpiperazin-1-yl)ethyl)amino)-6-((pyridin-3-ylmethyl)amino)-1,3,5-triazine-2-yl)-L-lysine methyl ester COC([C@@H](NC1=NC(=NC(=N1)NCCN1CCN(CC1)C)NCC=1C=NC=CC1)CCCCN)=O